NN1C(=NC(=C1C(=O)N)C1=CC=C(C=C1)C(NC1=NC=CC(=C1)C(F)(F)F)=O)[C@H]1N(CCCC1)C(C#CC)=O (S)-1-amino-2-(1-(but-2-ynoyl)piperidin-2-yl)-4-(4-((4-(trifluoromethyl)pyridin-2-yl)carbamoyl)phenyl)-1H-imidazole-5-carboxamide